3-(2-chloro-4-methoxyphenyl)-1,2,4-oxadiazol-5(4H)-one ClC1=C(C=CC(=C1)OC)C1=NOC(N1)=O